DiMethyl-amino-Cytosine CC1=C(C(=NC(N1)=O)NN)C